2-(tert-butoxycarbonyl)-2-azabicyclo[4.1.0]heptane C(C)(C)(C)OC(=O)N1C2CC2CCC1